C1(=CC(=CC=C1)C[C@H]1[C@H](CCC=2N1N=C(C2)CO)NS(=O)(=O)C)C2=CC=CC=C2 |r| rac-N-[(6S,7S)-7-[([1,1'-biphenyl]-3-yl)methyl]-2-(hydroxymethyl)-4,5,6,7-tetrahydropyrazolo[1,5-a]pyridin-6-yl]methanesulfonamide